2-(6-(((1s,2s,3r,5r)-2-fluoro-9-azabicyclo[3.3.1]non-3-yl)oxy)pyridazin-3-yl)-5-(2-methylthiazol-4-yl)phenol F[C@H]1[C@@H]2CCC[C@H](C[C@H]1OC1=CC=C(N=N1)C1=C(C=C(C=C1)C=1N=C(SC1)C)O)N2